6-(cyclopent-1-en-1-yl)-N-(4-(methylsulfonyl)but-3-en-2-yl)-4-phenoxynicotinamide C1(=CCCC1)C1=NC=C(C(=O)NC(C)C=CS(=O)(=O)C)C(=C1)OC1=CC=CC=C1